(2,7-dimethyl-4,5,6,7-tetrahydropyrazolo[3,4-c]pyridin-6-ium-3-yl)methyl-[1-(trifluoromethyl)cyclopropyl]ammonium CN1N=C2C([NH2+]CCC2=C1C[NH2+]C1(CC1)C(F)(F)F)C